3-(5-((9-(3-(7-(4-(2-Hydroxyethyl)piperazin-1-yl)-2-methyl-5-phenyl-pyrazolo[1,5-a]pyrimidin-3-yl)phenyl)nonyl)amino)-2-methyl-4-oxoquinazolin-3(4H)-yl)-piperidine-2,6-dione OCCN1CCN(CC1)C1=CC(=NC=2N1N=C(C2C=2C=C(C=CC2)CCCCCCCCCNC2=C1C(N(C(=NC1=CC=C2)C)C2C(NC(CC2)=O)=O)=O)C)C2=CC=CC=C2